FC(N1N=C(C(=C1)F)[S@@](=O)(N[C@@H](C)C1=CC=C(C=C1)OC)=N)F (S)-1-(difluoromethyl)-4-fluoro-N-((S)-1-(4-methoxyphenyl)ethyl)-1H-pyrazole-3-sulfonimidamide